2,2-dihydroxypropanedioic acid OC(C(=O)O)(C(=O)O)O